Cl.N[C@@H](C[SeH])C(=O)O selenocysteine-HCl